[Si](C1=CC=CC=C1)(C1=CC=CC=C1)(C(C)(C)C)O[C@@H](C(=O)OC1COC(CC1)C)C 6-methyltetrahydro-2H-pyran-3-yl (R)-2-((tert-butyldiphenylsilyl)oxy)propanoate